Tributyl phosphate Phosphate P(=O)(O)(O)O.P(=O)(OCCCC)(OCCCC)OCCCC